ethyl 4-amino-2-fluorobenzoate Ethyl-4-bromo-2-fluorobenzoate C(C)OC(C1=C(C=C(C=C1)Br)F)=O.NC1=CC(=C(C(=O)OCC)C=C1)F